O1[C@@H](CC1)CN1C(=NC2=C1C=C(C=C2)C(=O)O)CN2CCN(CC2)C2=NC(=CC=C2)OCC=2SC1=C(N2)CCCC1 (S)-1-(oxetan-2-ylmethyl)-2-((4-(6-((4,5,6,7-tetrahydrobenzo[d]thiazol-2-yl)methoxy)pyridin-2-yl)piperazin-1-yl)methyl)-1H-benzo[d]imidazole-6-carboxylic acid